CN1CCC(CC1)=O 1-methyl-4-piperidone